N[C@@H](C(=O)O)C1=CC(=CC=C1)[N+](=O)[O-] (R)-2-amino-2-(3-nitrophenyl)acetic acid